C(C1=CC=CC=C1)N1C(C(NC2=C(C=CC=C12)F)=O)C(F)F 4-benzyl-3-(difluoromethyl)-8-fluoro-3,4-dihydroquinoxalin-2(1H)-one